methyl-(tert-butoxycarbonyl)-L-threonine CN([C@@H]([C@H](O)C)C(=O)O)C(=O)OC(C)(C)C